C(#N)CC1=CC=C(NC2=NC(=CC(=N2)NCCNC([C@H](C)NC)=O)NC2=NNC(=C2)C2CCC2)C=C1 (2S)-N-[2-[[2-[4-(cyanomethyl)anilino]-6-[(5-cyclobutyl-1H-pyrazol-3-yl)amino]pyrimidin-4-yl]amino]ethyl]-2-(methylamino)propanamide